(pentaerythritol) tetralaurate C(CCCCCCCCCCC)(=O)OCC(COC(CCCCCCCCCCC)=O)(COC(CCCCCCCCCCC)=O)COC(CCCCCCCCCCC)=O